1,3-Dichloro-5,5-dimethylimidazolidin-2,4-dion ClN1C(N(C(C1(C)C)=O)Cl)=O